BrC1=CN=C(C=2N1C=CN2)NC=2C=NN(C2)[C@@H]2CC[C@H](CC2)CCO 2-((trans)-4-(4-((5-bromoimidazo[1,2-a]pyrazin-8-yl)amino)-1H-pyrazol-1-yl)cyclohexyl)ethan-1-ol